BrC=C(F)F 2-bromo-1,1-difluoroethene